C1(=CC=CC=C1)C1=CC=C2C(=N1)C(CC2)=O 2-Phenyl-5,6-dihydro-7H-cyclopenta[B]pyridin-7-one